2-fluoro-1-(3-(3-(6-(trifluorometh-yl)pyridin-2-yl)-1H-pyrazolo[3,4-b]pyridin-1-yl)azetidin-1-yl)prop-2-en-1-one FC(C(=O)N1CC(C1)N1N=C(C=2C1=NC=CC2)C2=NC(=CC=C2)C(F)(F)F)=C